FC1=CC=C(C=N1)C=1C=2N(C=C(C1)C=1C=NN(C1)C)N=CC2C#N 4-(6-fluoropyridin-3-yl)-6-(1-methyl-1H-pyrazole-4-yl)pyrazolo[1,5-a]pyridine-3-carbonitrile